FC(C1=CC=C(C=C1)C1CC2(CC1)CCN(CC2)C(=O)OC(C)(C)C)(F)F tert-butyl 2-(4-(trifluoromethyl)phenyl)-8-azaspiro[4.5]decane-8-carboxylate